N1C(=NC2=C1C=CC=C2)C2CCN(CC2)C2=NC(=NO2)C2=CC=C(C=C2)OC 5-(4-(1H-benzo[d]imidazol-2-yl)piperidin-1-yl)-3-(4-methoxyphenyl)-1,2,4-oxadiazole